CCCCCCCCCCCCCCCCCCCC(=O)O[C@H](CO/C=C\CCCCCCCCCCCCCC)COP(=O)([O-])OCC[N+](C)(C)C 1-(1Z-hexadecenyl)-2-eicosanoyl-glycero-3-phosphocholine